tert-butyl 3-(4,4,5,5-tetramethyl-1,3,2-dioxaborolan-2-yl)-1H-pyrrole-1-carboxylate CC1(OB(OC1(C)C)C1=CN(C=C1)C(=O)OC(C)(C)C)C